Bisphenol A diphosphate OP(O)(=O)OP(=O)(O)O.OC1=CC=C(C=C1)C(C)(C)C1=CC=C(C=C1)O